C[C@@]1(C2(CC(C1)C2)C(=O)C2=CC1=CC=CC=C1C=C2)C[Si](C)(C)C |r| (rac)-((1S,2R,4R)-2-methyl-2-((trimethylsilyl)methyl)bicyclo[2.1.1]hexan-1-yl)(naphthalen-2-yl)methanone